4-(7-(benzo[d][1,3]dioxol-5-yl)-4-(pyridin-3-yl)-6,7-dihydro-5H-pyrrolo[2,3-d]pyrimidin-2-yl)morpholine O1COC2=C1C=CC(=C2)N2CCC1=C2N=C(N=C1C=1C=NC=CC1)N1CCOCC1